ClC1=CC=C(O[C@H](C(=O)NOCC2CCC2)C)C=C1 (2S)-2-(4-chlorophenoxy)-N-(cyclobutylmethoxy)propanamide